CN(CCOC=1C=C2CN(CC2=CC1)C1=NC=CC(=N1)C1=NC=CC(=N1)\C=C\C1=CC=NC=C1)C (E)-N,N-Dimethyl-2-((2-(4-(2-(pyridin-4-yl)vinyl)-[2,4'-bipyrimidin]-2'-yl)isoindolin-5-yl)oxy)ethanamine